COC(CC1CNC(CC2=C1NC=1C(=C(C=C(C21)CC#N)Cl)Cl)=O)=O.CC(C)(C)S(=O)NC(CC=C)C2=NC=CN=C2C 2-methyl-N-(1-(3-methylpyrazin-2-yl)but-3-en-1-yl)propane-2-sulfinamide methyl-2-(7,8-dichloro-10-(cyanomethyl)-2-oxo-1,2,3,4,5,6-hexahydroazepino[4,5-b]indol-5-yl)acetate